C(C)(C)(C)N1C=CC=C1 tert-butyl-1H-pyrrole